FC(C(F)(F)C(C(=O)O)=C)CC(F)(F)F.FC(C(=O)O)=C fluoroacrylate (hexafluorobutyl acrylate)